7-(3-fluoro-4-(methylcarbamoyl)benzyl)-2-methylfuro[3,2-b]pyridine-5-carboxylic acid FC=1C=C(CC2=C3C(=NC(=C2)C(=O)O)C=C(O3)C)C=CC1C(NC)=O